ClC1=CC(=C(C=C1)C1=C(N(N=N1)C)CN1N=CC(=CC1=O)N1CC(C1)OC1=NC=CC=C1)F 2-((5-(4-chloro-2-fluoro-phenyl)-3-methyl-triazol-4-yl)methyl)-5-(3-(2-pyridyl-oxy)azetidin-1-yl)pyridazin-3-one